BrC1=CC=C(C=C1)C1=C(C2=C(C=N1)C(OC(O2)(C)C)=O)CC 7-(4-bromophenyl)-8-ethyl-2,2-dimethyl-4H-[1,3]-dioxino[5,4-c]pyridin-4-one